C(CCCCCCCCCCCCCCC)OC1=C(C=CC(=C1)N)N 1-hexadecyloxy-2,5-diaminobenzene